ClC1=CC=C(C=C1)C1=NC(=CC(=N1)C1=CC=CC=C1)C1=CC=CC=C1 2-(4-chlorophenyl)-4,6-diphenylpyrimidine